N-(4-sulfophenyl)maleic acid amide S(=O)(=O)(O)C1=CC=C(C=C1)NC(\C=C/C(=O)O)=O